(S)-N-(4-(3-aminopiperidin-1-yl)-5-(4-methyl-3,4-dihydro-2H-benzo[b][1,4]oxazin-7-yl)pyridin-2-yl)-2-(2-fluoro-6-methoxyphenyl)pyrimidin-4-amine hydrochloride Cl.N[C@@H]1CN(CCC1)C1=CC(=NC=C1C=1C=CC2=C(OCCN2C)C1)NC1=NC(=NC=C1)C1=C(C=CC=C1OC)F